C(C)(C)C1=C(NC2=CC=C(C=C12)C1CCNCC1)C=1C=C(C(N(C1)C)=O)C=1C=NC=NC1 5-(3-isopropyl-5-(piperidin-4-yl)-1H-indol-2-yl)-1-methyl-3-(pyrimidin-5-yl)pyridin-2(1H)-one